O1CCC(CC1)NC(C1=CC=C(C=C1)C1=NC=CC(=C1)C=1C=NNC1C1=NC=CC=C1)=O N-(oxan-4-yl)-4-[4-(5-pyridin-2-yl-1H-pyrazol-4-yl)pyridin-2-yl]benzamide